NC=1C=CC(=C(C1)C1=CN(C(C2=CC=CC=C12)=O)C)F 4-(5-amino-2-fluorophenyl)-2-methylisoquinolin-1-one